(R)-N-(amino(oxo)(2-(1,2,3-trihydroxypropan-2-yl)thiazol-5-yl)-λ6-sulfaneylidene)-2-(4-cyano-3-fluoro-2,6-diisopropylphenyl)acetamide N[S@@](=NC(CC1=C(C(=C(C=C1C(C)C)C#N)F)C(C)C)=O)(C1=CN=C(S1)C(CO)(CO)O)=O